OC1=C(C=CC=C1)C=1SC[C@H](N1)C(=O)O (4R)-2-(2-hydroxyphenyl)-4,5-dihydrothiazole-4-carboxylic acid